N-(2-methyl-4-(4-(trifluoromethyl)piperidin-1-yl)phenyl)-3-((methylamino)methyl)imidazo[1,2-a]pyridin-7-amine CC1=C(C=CC(=C1)N1CCC(CC1)C(F)(F)F)NC1=CC=2N(C=C1)C(=CN2)CNC